C(C=C)(=O)NC1=C(C(=O)NC2=NNC3=NC(=CC=C32)C3=CC(=CC=C3)OC)C=CC=C1 2-acrylamido-N-(6-(3-methoxyphenyl)-1H-pyrazolo[3,4-b]pyridin-3-yl)benzamide